1-benzylspiro[piperidine-4,3'-pyrrolo[2,3-c]pyridin]-2'(1'H)-one C(C1=CC=CC=C1)N1CCC2(C(NC3=CN=CC=C32)=O)CC1